sodium (2S,5R)-N-(morpholin-4-yl)-7-oxo-6-(sulfooxy)-1,6-diazabicyclo[3.2.1]octane-2-carboxamide N1(CCOCC1)NC(=O)[C@H]1N2C(N([C@H](CC1)C2)OS(=O)(=O)O)=O.[Na]